ClC=1C=NC(=NC1)C1C2CN(C(C1)CC2)C(=O)OC(C)(C)C tert-butyl 5-(5-chloropyrimidin-2-yl)-2-azabicyclo[2.2.2]octane-2-carboxylate